C(C)OC(C(=O)N)=O amino-2-oxoacetic acid ethyl ester